FC(C1=NC(=CC=C1N1C[C@H](CCC1)CC(=O)O)C=1N=NN(C1CN1C(C=CC(=C1)CCC)=O)C)F (R)-2-(1-(2-(difluoromethyl)-6-(1-methyl-5-((2-oxo-5-propylpyridin-1(2H)-yl)methyl)-1H-1,2,3-triazol-4-yl)pyridin-3-yl)piperidin-3-yl)acetic acid